1-(3-fluorophenyl)-N-(2-methoxy-3-{[2-(pyrrolidin-1-yl)ethoxy]methyl}-6H,7H,8H,9H,10H-cyclohepta[b]1,5-naphthyridin-11-yl)piperidin-4-amine FC=1C=C(C=CC1)N1CCC(CC1)NC1=C2C(=NC3=CC(=C(N=C13)OC)COCCN1CCCC1)CCCCC2